C(C)C=1C(NC=2C=C(C=NC2C1)CN1CCC(=CC1)C=1N=C(N(C1)C)C(=O)NC)=C=O 4-(1-((7-ethyl-6-carbonyl-5,6-dihydro-1,5-naphthyridin-3-yl)methyl)-1,2,3,6-tetrahydropyridin-4-yl)-N,1-dimethyl-1H-imidazole-2-carboxamide